pyrrolo[3,4-d]pyridazin-1-one C1(N=NC=C2C1=CN=C2)=O